2,7-di-tert-butylcarbazole C(C)(C)(C)C1=CC=2NC3=CC(=CC=C3C2C=C1)C(C)(C)C